ClC1=C(C=C(C(=C1)OC1=CC=CC=C1)C)C(=N)N(C)CC (2-chloro-5-methyl-4-phenoxy-phenyl)-N-ethyl-N-methyl-formamidine